CC1(C2=CC=CC=C2C=2C=CC(=CC12)C1=CC=CC=2C3=C(SC21)C(=CC=C3)C=3C=C(C=CC3)C=3C2=C(N=CN3)C3=C(O2)C=CC=C3)C 4-{3-[6-(9,9-dimethylfluoren-2-yl)dibenzothiophen-4-yl]phenyl}benzofuro[3,2-d]pyrimidine